1-(((4-(2-butoxyphenyl)butan-2-yl)amino)methyl)cyclohexanol methyl-4-formyl-6,7-dihydro-5H-cyclopenta[b]pyridine-2-carboxylate CC=1C(=C2C(=NC1C(=O)OC1(CCCCC1)CNC(C)CCC1=C(C=CC=C1)OCCCC)CCC2)C=O